C(C)N1C2=NC(=NC(=C2N=C1C1CC(N(CC1)C)=O)N1CCOCC1)N1N=C(C(=C1)C1=CC=CC=C1)OC 4-(9-ethyl-2-(3-methoxy-4-phenyl-1H-pyrazol-1-yl)-6-morpholino-9H-purin-8-yl)-1-methylpiperidin-2-one